5-(1-(tetrahydropyran-2-yl)-1H-pyrazol-5-yl)-1-(tetrahydropyran-4-yl)pyrido[3,4-b]pyrazine-2,3(1H,4H)-dione O1C(CCCC1)N1N=CC=C1C1=NC=CC2=C1NC(C(N2C2CCOCC2)=O)=O